N-[4-[8-amino-5-methyl-3-(trideuteriomethyl)imidazo[1,5-a]pyrazin-1-yl]-3-methyl-phenyl]-2-(3-chlorophenyl)-2-hydroxy-acetamide NC=1C=2N(C(=CN1)C)C(=NC2C2=C(C=C(C=C2)NC(C(O)C2=CC(=CC=C2)Cl)=O)C)C([2H])([2H])[2H]